NC1=C2N=C(N(C2=NC=N1)CCCNS(=O)C(C)(C)C)SC1=CC2=C(OCO2)C=C1C1=NNC=C1 2-Methyl-propane-2-sulfinic acid (3-{6-amino-8-[6-(1H-pyrazol-3-yl)-benzo[1,3]dioxol-5-ylsulfanyl]-purin-9-yl}-propyl)-amide